ClC=1C=C(C2=C(C=C(O2)[C@H](C)NC(=O)C=2C=NN3C2N=CC=C3)C1)C(=O)OC Methyl (S)-5-chloro-2-(1-(pyrazolo[1,5-a]pyrimidine-3-carboxamido)ethyl)benzofuran-7-carboxylate